OC(COC=1C=C(C=2N(C1)N=CC2C#N)N2N=C(C=C2)N2CC1N(C(C2)C1)CC=1C=NC(=CC1)OC)(C)C 6-(2-hydroxy-2-methylpropyloxy)-4-(3-(6-((6-methoxypyridin-3-yl)methyl)-3,6-diazabicyclo[3.1.1]heptan-3-yl)-1H-pyrazol-1-yl)pyrazolo[1,5-a]pyridine-3-carbonitrile